N-(6-(5-cyclopropyl-1,2,4-oxadiazol-3-yl)-2,3-dihydrobenzofuran-3-yl)-1-methyl-1H-pyrazole-5-carboxamide C1(CC1)C1=NC(=NO1)C1=CC2=C(C(CO2)NC(=O)C2=CC=NN2C)C=C1